Cl.C1(CC1)[C@@H](C)N (R)-1-cyclopropylethan-1-amine hydrochloride